ClC1=NC=C(C=N1)CN1C(C2=CC=CC=C2C1=O)=O 2-((2-chloropyrimidin-5-yl)methyl)isoindoline-1,3-dione